4'-cyclopropyl-4-(4-(1-isopropyl-4-(trifluoromethyl)-1H-imidazol-2-yl)benzyl)-5,6'-dimethoxy-2,5'-bipyrimidine C1(CC1)C1=NC=NC(=C1C1=NC=C(C(=N1)CC1=CC=C(C=C1)C=1N(C=C(N1)C(F)(F)F)C(C)C)OC)OC